4-(3-(quinoxalin-6-yl)-7-(4-(trifluoromethoxy)phenyl)-3,3a,4,5-tetrahydro-2H-benzo[g]indazol-2-yl)butanoic acid N1=CC=NC2=CC(=CC=C12)C1N(N=C2C3=C(CCC12)C=C(C=C3)C3=CC=C(C=C3)OC(F)(F)F)CCCC(=O)O